BrC=1SC=C(N1)C(=O)NC1=C(C=C(C=C1)CC(=O)N1CCOCC1)N1CCCCC1 2-bromo-N-(4-(2-morpholinyl-2-oxoethyl)-2-(piperidin-1-yl)phenyl)thiazole-4-carboxamide